BrC1=NC(=CC(=C1)NCC=1N=C2N(C=C(C=C2N2CCN(CC2)C)C2CC2)C1)C 2-bromo-N-((6-cyclopropyl-8-(4-methylpiperazin-1-yl)imidazo-[1,2-a]pyridin-2-yl)methyl)-6-methylpyridin-4-amine